CC=1C=C2C=C(NC2=C(C1)NC1CCN(CC1)S(=O)(=O)C)C1=CC=CC=C1 5-methyl-N-(1-(methylsulfonyl)piperidin-4-yl)-2-phenyl-1H-indol-7-amine